P(=O)(OC[N+]1=C(C(=CC=C1)C1=CC(=NO1)CC1=CC=C(C=C1)COC1=CC(=CC=C1)F)N)(O)[O-] (2-amino-3-(3-(4-((3-fluorophenoxy)methyl)benzyl)isoxazol-5-yl)pyridin-1-ium-1-yl)methyl hydrogen phosphate